1-(2-((2-amino-7-(1H-pyrazol-5-yl)quinolin-4-yl)amino)ethyl)-3-ethylurea NC1=NC2=CC(=CC=C2C(=C1)NCCNC(=O)NCC)C1=CC=NN1